C[C@@H]1OCCN([C@@H]1C)CCN1C(C(=C(C2=CC=CN=C12)O)C(=O)NC1CCC(CC1)C)=O 1-(2-((2S,3R)-2,3-dimethylmorpholino)ethyl)-4-hydroxy-N-((1s,4S)-4-methylcyclohexyl)-2-oxo-1,2-dihydro-1,8-naphthyridine-3-carboxamide